2-(2-bromo-5-fluoropyridin-4-yl)-1,5,6,7-tetrahydro-4H-pyrrolo[3,2-c]pyridin-4-one BrC1=NC=C(C(=C1)C1=CC=2C(NCCC2N1)=O)F